3-(4-bromophenyl)-1-(3-((tert-butyldiphenylsilyl)oxy)cyclohexyl)-4-iodo-1H-pyrazole BrC1=CC=C(C=C1)C1=NN(C=C1I)C1CC(CCC1)O[Si](C1=CC=CC=C1)(C1=CC=CC=C1)C(C)(C)C